OC=1C=C(OCC(COC2=CC(=C(C=C2)C(C2=CC=CC=C2)=O)O)O)C=CC1C(C1=CC=CC=C1)=O 1,3-bis(3'-hydroxy-4'-benzoylphenoxy)-2-propanol